Cl.C(C)(C)(C)NC(CN1CCC(CC1)CNC(C1=CC(=CC(=C1)F)Cl)=O)=O N-((1-(2-(tert-butylamino)-2-oxoethyl)piperidin-4-yl)methyl)-3-chloro-5-fluorobenzamide hydrochloride